ClC1=CC=C2C(=CC(=NC2=C1Cl)N(CCNC(OC(C)(C)C)=O)C)N1C=NC=C1 tert-Butyl 2-((7,8-dichloro-4-(1H-imidazol-1-yl)quinolin-2-yl)(methyl)amino)ethylcarbamate